3-(N-2-aminoethyl)aminopropyl-trimethoxysilane NCCNCCC[Si](OC)(OC)OC